(2-(trans-4,4-difluoro-2-(methyl-d3)cyclohexyl)-4-(2,5-difluorophenyl)pyridin-3-yl)-1-(difluoromethyl)-1H-pyrazole-4-carboxamide FC1(C[C@H]([C@@H](CC1)C1=NC=CC(=C1C1=NN(C=C1C(=O)N)C(F)F)C1=C(C=CC(=C1)F)F)C([2H])([2H])[2H])F